1-(3-bromophenyl)propan-1-amine BrC=1C=C(C=CC1)C(CC)N